4-(6-chloro-2-(hydroxymethyl)pyridin-3-yl)-1-methylpiperazin-2-one ClC1=CC=C(C(=N1)CO)N1CC(N(CC1)C)=O